4-[2-[4-[4-[(2,6-dioxo-3-piperidyl)amino]phenyl]piperazin-1-yl]acetyl]piperazin O=C1NC(CCC1NC1=CC=C(C=C1)N1CCN(CC1)CC(=O)N1CCNCC1)=O